S(=O)([O-])[O-].[Ca+2].[Fe+2].S(=O)([O-])[O-] iron-calcium sulfite